C(C1=CC=CC=C1)N1CC=2C(=C(N=C(C2CC1)N1[C@H]2CN(C[C@@H]1CC2)C(=O)OC(C)(C)C)OCC2(CC2)CN2CCOCC2)C#N tert-butyl (1r,5s)-8-(6-benzyl-4-cyano-3-((1-(morpholinomethyl) cyclopropyl) methoxy)-5,6,7,8-tetrahydro-2,6-naphthyridin-1-yl)-3,8-diazabicyclo[3.2.1]octane-3-carboxylate